BrC=1C=C(C=CC1)C=1C(=C2C3=CC=CC4=CC=CC(C2=C(C1)C1=CC=CC=C1)=C43)C4=CC=CC=C4 8-(3-bromophenyl)-7,10-diphenylfluoranthene